O[C@H](CCC(=O)N)C1=CC(=CC=C1)C (R)-4-hydroxy-4-(3-methylphenyl)butanamide